ClC=1C(=NC(=NC1)NC1=C(C=C(C=C1)N1CCC(CC1)N1CCNCC1)OC)NC1=C(C=CC=C1)P(C)C (2-((5-Chloro-2-((2-methoxy-4-(4-(piperazin-1-yl)piperidin-1-yl)phenyl)amino)pyrimidin-4-yl)amino)phenyl)dimethyl-phosphine